5-((4-(3-(3-amino-5-(4-amino-4-methylpiperidin-1-yl)pyrazin-2-yl)-2-chlorophenyl)piperazin-1-yl)methyl)-2-(2,6-dioxopiperidin-3-yl)-6-fluoroisoindoline-1,3-dione NC=1C(=NC=C(N1)N1CCC(CC1)(C)N)C=1C(=C(C=CC1)N1CCN(CC1)CC=1C=C2C(N(C(C2=CC1F)=O)C1C(NC(CC1)=O)=O)=O)Cl